ethyl 2-((diphenylmethylene)amino)-5,5,5-trifluoropentanoate C1(=CC=CC=C1)C(C1=CC=CC=C1)=NC(C(=O)OCC)CCC(F)(F)F